4-fluoro-2-((2R,4S)-4-fluoro-1-(3-(4-((S)-2-hydroxypropyl)pyridin-2-yl)imidazo[1,2-b]pyridazin-6-yl)pyrrolidin-2-yl)phenol FC1=CC(=C(C=C1)O)[C@@H]1N(C[C@H](C1)F)C=1C=CC=2N(N1)C(=CN2)C2=NC=CC(=C2)C[C@H](C)O